O1CCC2C1CNC2 hexahydro-5H-furo[2,3-c]pyrrol